CC(C)S(=O)(=N)C1=CC=C(C=C1)NC1=NC=C2C=CN=C(C2=C1)C#CC1=CC=CN=N1 6-((7-((4-(propan-2-ylsulfonimidoyl)phenyl)amino)-2,6-naphthyridin-1-yl)ethynyl)pyridazin